3-methoxydiphenylamine COC1=CC=CC(=C1)NC2=CC=CC=C2